C(C)[C@]1(NC(N(C(C1)=O)[C@@H]1C[C@H](C2=CC=C(C=C12)C(=O)N[C@H]1[C@@H](CC2=CC=CC=C12)O)C)=N)C (1R,3R)-3-[(4R)-4-ethyl-2-imino-4-methyl-6-oxo-hexahydropyrimidin-1-yl]-N-[(1R,2R)-2-hydroxyindan-1-yl]-1-methyl-indane-5-carboxamide